3-carbonyl-3,4-dihydro-2H-pyrido[3,2-b][1,4]oxazine-6-carbaldehyde C(=O)=C1NC2=C(OC1)C=CC(=N2)C=O